(methoxymethyl)-2-methylbenzene COCC1=C(C=CC=C1)C